OC1=C(C(=O)[O-])C(=CC=C1)OC 2-hydroxy-6-methoxybenzoate